C(N)(=O)C1=C(C(=CC=C1)F)C1=C(C(=CC2=C1C[C@](O2)(C2=CC=CC=C2)CNC(OCCCC)=O)F)Cl butyl (((2S,4S)-4-(2-carbamoyl-6-fluorophenyl)-5-chloro-6-fluoro-2-phenyl-2,3-dihydrobenzofuran-2-yl)methyl)carbamate